Cyanomethylenetributyl-phosphorane lutetium [Lu].C(#N)C=P(CCCC)(CCCC)CCCC